C(CC)C1=C2C(=C(C(=C1)OC)O)O2 epoxypropylguaiacol